1-(pyridin-2-yl)-3-(4-(3,5,6-triphenylpyrazin-2-yl)phenyl)imidazo[1,5-a]pyridine N1=C(C=CC=C1)C=1N=C(N2C1C=CC=C2)C2=CC=C(C=C2)C2=NC(=C(N=C2C2=CC=CC=C2)C2=CC=CC=C2)C2=CC=CC=C2